O1CCN(CC1)CCC1(NC(=NC2=CC=CC=C12)N)N 4-(2-morpholinoethyl)quinazoline-2,4-diamine